(8aR,12aS)-11-(2-methoxyphenethyl)-6,7,8a,9,10,11,12,12a-octahydro-5H-pyrido[4,3-b][1,4]thiazepino[2,3,4-hi]indole COC1=C(CCN2C[C@H]3[C@H](N4C5=C(C=CC=C35)SCCC4)CC2)C=CC=C1